2-[[5-Ethylsulfanyl-6-[7-(trifluoromethyl)imidazo[1,2-a]pyridin-2-yl]-3-pyridyl]oxy]-2-methyl-propanenitrile C(C)SC=1C=C(C=NC1C=1N=C2N(C=CC(=C2)C(F)(F)F)C1)OC(C#N)(C)C